C1=CC=C(C=C1)C[C@@H](C(=O)NCCCCNCCCN)NC(=O)C2C(O2)C(=O)O The molecule is an epoxide which is a carboxamide obtained by the formal condensation of one of the carboxy groups of oxirane-2,3-dicarboxylic acid with N-{4-[(3-aminopropyl)amino]butyl}-L-phenylalaninamide. It is a natural product, isolated from Gliocladium sp. F-2665. TMC-52D acts as an inhibitor of cysteine proteinases, particularly cathepsin B (EC 3.4.22.1), cathepsin L (EC 3.4.22.15), and papain (EC 3.4.22.2), with IC50 values of 280 nM, 6 nM, and 49 nM, respectively. The epoxide group has trans configuration but its exact stereochemistry is uncertain: it is either (2R,3R) or (2S,3S). It has a role as an antimicrobial agent, a cathepsin B inhibitor, a cathepsin L (EC 3.4.22.15) inhibitor, an EC 3.4.22.2 (papain) inhibitor and a fungal metabolite. It is an epoxide, a monocarboxylic acid, a primary amino compound, a secondary amino compound and a dicarboxylic acid monoamide.